(S,S)-1,2-Bis[(tert-butyl)methylphosphino]ethan C(C)(C)(C)[P@](CC[P@](C)C(C)(C)C)C